(S)-4-((2-(3-Aminopiperidin-1-yl)-5-methoxy-3H-imidazo[4,5-b]pyridin-3-yl)methyl)benzonitril-hydrochlorid Cl.N[C@@H]1CN(CCC1)C1=NC=2C(=NC(=CC2)OC)N1CC1=CC=C(C#N)C=C1